C(C1=CC=CC=C1)OCC1(CC(C1)=NNS(=O)(=O)C1=C(C=C(C=C1C)C)C)C(B1OC(C(O1)(C)C)(C)C)B1OC(C(O1)(C)C)(C)C N'-(3-((benzyloxy)methyl)-3-(bis(4,4,5,5-tetramethyl-1,3,2-dioxaborolan-2-yl)methyl)cyclobutylidene)-2,4,6-trimethylbenzenesulfonohydrazide